(4R,5R)-ethyl 5-(2,4-dichlorothiazol-5-yl)-2,2-dimethyl-1,3-dioxolane-4-carboxylate ClC=1SC(=C(N1)Cl)[C@H]1[C@@H](OC(O1)(C)C)C(=O)OCC